C(C)(C)(C)OC(=O)N[C@H](C(=O)NC[C@@H](C(=O)OCC1=CC=CC=C1)NC(=O)OCC1C2=CC=CC=C2C=2C=CC=CC12)C Benzyl (2S)-3-[[(2S)-2-(tert-butoxycarbonylamino)propanoyl]amino]-2-(9H-fluoren-9-ylmethoxycarbonylamino)propanoate